2-methyl-3-trifluoromethylpropanesulfonic acid CC(CS(=O)(=O)O)CC(F)(F)F